1-(3-fluoro-4-(trifluoromethyl)benzyl)-6-(4-methoxy-5H-pyrrolo[3,2-d]pyrimidin-5-yl)-2-methyl-1H-imidazo[4,5-b]pyridine FC=1C=C(CN2C(=NC3=NC=C(C=C32)N3C=CC=2N=CN=C(C23)OC)C)C=CC1C(F)(F)F